(1-{2,6-difluoro-4-[4-(4-fluoro-phenyl)-thiazol-2-yl]-phenyl}-piperidin-4-yl)-acetic acid FC1=C(C(=CC(=C1)C=1SC=C(N1)C1=CC=C(C=C1)F)F)N1CCC(CC1)CC(=O)O